4-fluoro-5-methyl-N-[(1S,2S,3S,5R)-2,6,6-trimethylnorborn-3-yl]-1H-pyrrolo[2,3-c]pyridine-2-carboxamide FC1=C2C(=CN=C1C)NC(=C2)C(=O)N[C@@H]2[C@H]([C@H]1C(CC2C1)(C)C)C